N1=CC(=CC=C1)CN1N=CC2=CC=CC=C12 pyridin-3-ylmethyl-1H-indazol